5-bromo-6-methyl-2-(methylsulfanyl)-N-(prop-2-en-1-yl)pyrimidine-4-carboxamide BrC=1C(=NC(=NC1C)SC)C(=O)NCC=C